NC1CCN(CC1)N1C=C2N(C=C1)C(N(C2)C2=CC(=C(C#N)C=C2)F)C2=CC(=C(C=C2)OC)F 4-(7-(4-aminopiperidin-1-yl)-3-(3-fluoro-4-methoxyphenyl)imidazo[1,5-a]pyrazin-2-yl)-2-fluorobenzonitrile